3-(1H-Indol-4-yl)-5-(pyridin-3-ylamino)pyridin-2(1H)-one N1C=CC2=C(C=CC=C12)C=1C(NC=C(C1)NC=1C=NC=CC1)=O